4-[1-[2-[5-methyl-3-(trifluoromethyl)pyrazol-1-yl]acetyl]-4-piperidyl]-N-tetralin-1-yl-pyridine-2-carboxamide CC1=CC(=NN1CC(=O)N1CCC(CC1)C1=CC(=NC=C1)C(=O)NC1CCCC2=CC=CC=C12)C(F)(F)F